(2R,5R)-4-fluoro-2-(hydroxymethyl)-5-[6-(methylamino)purin-9-yl]tetrahydrofuran-3-ol FC1C([C@H](O[C@H]1N1C2=NC=NC(=C2N=C1)NC)CO)O